(S)-N-(8-fluoro-2-methylimidazo[1,2-a]pyridin-6-yl)-2-methoxy-5-(3-(methylamino)pyrrolidin-1-yl)quinazoline-8-carboxamide FC=1C=2N(C=C(C1)NC(=O)C=1C=CC(=C3C=NC(=NC13)OC)N1C[C@H](CC1)NC)C=C(N2)C